FC([C@@H](C1=CC=C(C=C1)F)N1N=CC(=C1)C1=CN=CC(=N1)C=1C=CC=2N(C1C)N=C(N2)N)(C)F (R)-6-(6-(1-(2,2-difluoro-1-(4-fluorophenyl)propyl)-1H-pyrazol-4-yl)-pyrazin-2-yl)-5-methyl-[1,2,4]triazolo[1,5-a]pyridin-2-amine